2-(6-fluoro-3',5'-dimethoxy-4-nitrobiphenyl-3-yl)-1,3-dioxolane FC1=CC(=C(C=C1C1=CC(=CC(=C1)OC)OC)C1OCCO1)[N+](=O)[O-]